4-(isopropylamino)-3-(3-propyl-1,2,4-oxadiazol-5-yl)-5H-pyrido[3,2-b]indolecarbonitrile C(C)(C)NC1=C(C(=NC2=C1NC=1C=CC=CC21)C#N)C2=NC(=NO2)CCC